(3R)-4-{5-fluoro-2-[4-methyl-6-({1-[(oxetan-4-yl)methyl]azetidin-3-yl}methyl)pyrrolo[1,2-a]pyrazin-8-yl]benzoyl}-3-methylmorpholine FC=1C=CC(=C(C(=O)N2[C@@H](COCC2)C)C1)C=1C=C(N2C1C=NC=C2C)CC2CN(C2)CC2CCO2